FC(C1=NN=C(S1)C1=NC(=NC2=C(C=C(C=C12)S(=O)(=O)NC1(CC1)C)N1C[C@H](N[C@@H](C1)C)CO)C)F 4-(5-(difluoromethyl)-1,3,4-thiadiazol-2-yl)-8-((3S,5R)-3-(hydroxymethyl)-5-methylpiperazin-1-yl)-2-methyl-N-(1-methylcyclopropyl)quinazoline-6-sulfonamide